CO[C@@H]1C[C@@H](CC1)NC=1C2=C(N=C(N1)C=1N(C=CN1)C)SC(=C2C2=CC=CC=C2)C=2N=CN(C2)C |r| rac-N-((1R,3S)-3-methoxycyclopentyl)-2-(1-methyl-1H-imidazol-2-yl)-6-(1-methyl-1H-imidazol-4-yl)-5-phenylthieno[2,3-d]pyrimidin-4-amine